NCCCNC1=C2C3=C(C=NC2=CC=C1)SC=1C=CC(=CC1C3=O)OC (3-Aminopropylamino)-10-methoxy-12H-thiochromeno[2,3-c]Quinolin-12-one